COC=1N=C2C(=CC=NC2=CC1OC)OC1=CC=C(C=C1)NC(=O)C=1C(N(C=CC1C)C1=CC=C(C=C1)F)=O N-[4-[(6,7-dimethoxy-1,5-naphthyridin-4-yl)oxy]phenyl]-1-(4-fluorophenyl)-4-methyl-2-oxopyridine-3-carboxamide